tert-Butyl 8-(aminomethyl)-11,11-difluoro-3,4,8,9,10,11-hexahydro-1H-pyrido[4',3':3,4]pyrazolo[1,5-a]azepine-2(7H)-carboxylate NCC1CCC(C=2N(C1)N=C1C2CN(CC1)C(=O)OC(C)(C)C)(F)F